CC1=C(C(=O)OCC)C=CC(=C1)NC=1N=CC2=C(N1)CNCC2 ethyl 2-methyl-4-({5H,6H,7H,8H-pyrido[3,4-d]pyrimidin-2-yl}amino)benzoate